C1([C@H](O)[C@@H](O)[C@H](O)[C@H](O1)CO)O[C@@H]1[C@H](C(O[C@@H]([C@H]1O)CO)O[C@@H]([C@@H]([C@H](C=O)O)O)[C@H](O)CO)O glucosyl-(1→3)-glucosyl-(1→4)-glucose